FC=1C(=NC=CC1)SC=1C=2N(C=C(C1)C=1C=NN3C1CNCC3)N=CC2C#N 4-((3-fluoropyridin-2-yl)thio)-6-(4,5,6,7-tetrahydropyrazolo[1,5-a]pyrazin-3-yl)pyrazolo[1,5-a]pyridine-3-carbonitrile